3-azabicyclo[3.1.0]hexan-1-carboxylate C12(CNCC2C1)C(=O)[O-]